NC1=C(C=C(C(=C1Cl)N1CCC(CC1)(F)F)Cl)NC(CC1=CC=C(C=C1)S(=O)(=O)CC1CC1)=O N-(2-amino-3,5-dichloro-4-(4,4-difluoropiperidin-1-yl)phenyl)-2-(4-((cyclopropylmethyl)sulfonyl)phenyl)acetamide